5-(hydroxymethyl)-4-methylmorpholin-3-one OCC1COCC(N1C)=O